ClC=1C(=C(C=CC1)C(CC(F)(F)F)NC1CC1)F N-(1-(3-chloro-2-fluorophenyl)-3,3,3-trifluoropropyl)cyclopropanamine